acetyl methyl phosphate P(=O)(OC(C)=O)(OC)[O-]